2-(4-amino-1H-pyrazol-1-yl)-N-methyl-N-(2,2,2-trifluoroethyl)propanamide NC=1C=NN(C1)C(C(=O)N(CC(F)(F)F)C)C